N1N=CC2=CC=C(C=C12)C=1N=C(C=2N(C1)N=CN2)NC2=CC=C(C=C2)N2CCSCC2 4-(4-((6-(1H-indazol-6-yl)-[1,2,4]triazolo[1,5-a]pyrazin-8-yl)amino)phenyl)thiomorpholine